1-isopropyl-2-methyl-1H-pyrrole-3-carboxylic acid C(C)(C)N1C(=C(C=C1)C(=O)O)C